NC1=C(C(=NC=N1)OC1=CC(=C(C=C1)NC(=O)NC1=CC(=NN1C1CCCCC1)C(C)(C)C)F)C#N 1-(4-((6-amino-5-cyanopyrimidin-4-yl)oxy)-2-fluorophenyl)-3-(3-(tert-butyl)-1-cyclohexyl-1H-pyrazol-5-yl)urea